C(C)(C)(C)OC(=O)NC(N1C[C@@H](CC1)C1=NC(=NO1)C=1C=NC(=CC1)NC1=CC=C(C=C1)CCCC)=NC(OC(C)(C)C)=O tert-butyl (R)-(((tert-butoxycarbonyl)amino)(3-(3-(6-((4-butylphenyl)amino)pyridin-3-yl)-1,2,4-oxadiazol-5-yl)pyrrolidin-1-yl)methylene)carbamate